4-[(2-{3-[(4-methanesulfonylphenyl)amino]prop-1-yn-1-yl}-1-(oxiran-2-ylmethyl)-1H-indol-4-yl)amino]-1λ6-thiane-1,1-dione CS(=O)(=O)C1=CC=C(C=C1)NCC#CC=1N(C2=CC=CC(=C2C1)NC1CCS(CC1)(=O)=O)CC1OC1